C(#C)C=1C(=CC=C2C=CC=C(C12)C1=C(C=2N=C(N=C(C2C=N1)N([C@H]1[C@H](NCC1)C)C)OC[C@]12CCCN2C[C@@H](C1)O)F)F (2R,7aS)-7a-(((7-(8-ethynyl-7-fluoronaphthalen-1-yl)-8-fluoro-4-(methyl((2R,3R)-2-methylpyrrolidin-3-yl)amino)pyrido[4,3-d]pyrimidin-2-yl)oxy)methyl)hexahydro-1H-pyrrolizin-2-ol